7-bromo-2-(3-chloropropyl)-1-(4-methoxybenzyl)-1H-imidazo[4,5-d]thieno[3,2-b]pyridin-4-amine BrC1=CC2=NC(=C3C(=C2S1)N(C(=N3)CCCCl)CC3=CC=C(C=C3)OC)N